3-(chloromethyl)-2-(1,1-difluoroethyl)-5-[3-(difluoromethoxy)-4-fluoro-phenyl]pyridine hydrochloride Cl.ClCC=1C(=NC=C(C1)C1=CC(=C(C=C1)F)OC(F)F)C(C)(F)F